COC1=C(OCC(=O)O)C=CC(=C1)C1=CC(=NC=2C3=C(NC(CC21)=O)C=CC=C3)C3=CC=CC=C3 2-(2-methoxy-4-(6-oxo-2-phenyl-6,7-dihydro-5H-benzo[b]pyrido[2,3-d]azepin-4-yl)phenoxy)acetic acid